8-amino-7-chloro-4-fluoro-2,3-dihydro-1H-phenalen-1-one NC=1C(=C2C=CC(=C3CCC(C(C1)=C32)=O)F)Cl